N1C=C(C2=CC=CC=C12)C([C@H](C1=CC=CC=C1)NCCC1=CC=CC=C1)=O |r| (S)- and (R)-1-(1H-indol-3-yl)-2-(phenethylamino)-2-phenylethan-1-one